C(C)(C)(C)OC(=O)N1[C@H](CC1)COC=1C=NN(C1C1=CC=2N(C=C1)N=C(C2)NC2=NC=C(C(=O)OC)C=C2)C methyl (R)-6-((5-(4-((1-(tertbutoxy carbonyl)azetidin-2-yl)methoxy)-1-methyl-1H-pyrazol-5-yl)pyrazolo[1,5-a]pyridin-2-yl)amino)nicotinate